[Ni].[Mg].[Mo] molybdenum-magnesium-nickel